di-tert-Butyl 1-(2-(hydroxymethyl)allyl)hydrazine-1,2-dicarboxylate OCC(CN(NC(=O)OC(C)(C)C)C(=O)OC(C)(C)C)=C